(1R,2R)-N-(7-chloro-6-(1-((3R,4R)-4-fluoro-3-methyltetrahydrofuran-3-yl)piperidin-4-yl)isoquinolin-3-yl)-5-ethoxyspiro[2.3]hexane-1-carboxamide ClC1=C(C=C2C=C(N=CC2=C1)NC(=O)[C@@H]1CC12CC(C2)OCC)C2CCN(CC2)[C@@]2(COC[C@@H]2F)C